10'-bromo-10H-spiro[anthracene-9,7'-benzo[de]anthracene] BrC1=CC=2C3=C4C(C=CC=C4C4(C2C=C1)C1=CC=CC=C1CC=1C=CC=CC14)=CC=C3